C(#N)CN1N=C(C=C1)C(=O)N[C@H]1[C@@H](C2=C(N(C1=O)CC)N(N=C2)C2=CC=CC=C2)C2=CC(=CC=C2)CNC(C(=C)CN2CCOCC2)=O 1-(cyanomethyl)-N-((4R,5S)-7-ethyl-4-(3-((2-(morpholinomethyl)acrylamido)methyl)phenyl)-6-oxo-1-phenyl-4,5,6,7-tetrahydro-1H-pyrazolo[3,4-b]pyridin-5-yl)-1H-pyrazole-3-carboxamide